OC1CN(C1)C(=O)O[C@@H]1CC[C@H](CC1)C(N(C[C@@H]1CC[C@H](CC1)C=1C=NC(=CC1)N(C)C)C1=CC(=CC=C1)C=1N=C(OC1)C1CC1)=O trans-4-((3-(2-Cyclopropyloxazol-4-yl)phenyl)((trans-4-(6-(dimethylamino)pyridine-3-yl)cyclohexyl)methyl)carbamoyl)cyclohexyl 3-hydroxyazetidine-1-carboxylate